potassium hydroquinone monosulfate S(=O)(=O)([O-])[O-].C1(O)=CC=C(O)C=C1.[K+].[K+]